(1S,2S,5R)-3-(Toluene-4-sulfonyl)-3-azabicyclo[3.1.0]hexane-2-carboxylic acid (4,4-difluoro-cyclohexyl)-(2,3-dihydro-benzofuran-6-ylmethyl)-amide FC1(CCC(CC1)N(C(=O)[C@@H]1[C@H]2C[C@H]2CN1S(=O)(=O)C1=CC=C(C)C=C1)CC1=CC2=C(CCO2)C=C1)F